2-[(1s,4s,5s)-5-[5-cyclopropyl-3-(2,6-dichlorophenyl)-1,2-oxazole-4-carbonyloxy]-2-azabicyclo[2.2.1]heptan-2-yl]-1,3-benzothiazole-6-carboxylic acid C1(CC1)C1=C(C(=NO1)C1=C(C=CC=C1Cl)Cl)C(=O)O[C@@H]1[C@@H]2CN([C@H](C1)C2)C=2SC1=C(N2)C=CC(=C1)C(=O)O